2-chloro-4-(4-cyclopropyl-1H-imidazol-1-yl)-5-fluoroPyridine ClC1=NC=C(C(=C1)N1C=NC(=C1)C1CC1)F